ClC1(C=C(NN1C1=CC=CC=C1)C(=O)O)Cl dichlorophenylpyrazoline-3-carboxylic acid